4-bromo-5-[4-(4-methoxy-benzenesulfonyl)-piperazin-1-yl]-benzofuran-2-carboxylic acid amide BrC1=C(C=CC2=C1C=C(O2)C(=O)N)N2CCN(CC2)S(=O)(=O)C2=CC=C(C=C2)OC